CC=1N(C(C2=C(N1)C(=NC(=N2)[C@@H]2C[C@@H](OCC2)C=2C=NN(C2)C)C2=C(C=C(C(=C2)F)F)F)=O)C 2,3-Dimethyl-6-((2R,4S)-2-(1-methyl-1H-pyrazol-4-yl)tetrahydro-2H-pyran-4-yl)-8-(2,4,5-trifluorophenyl)pyrimido[5,4-d]pyrimidin-4(3H)-one